BrCC(=O)N(C)C1=C(C=CC=C1)F 2-bromo-N-(2-fluorophenyl)-N-methylacetamide